N[C@@H]1CN(CCC1)CC=1C=C(C=C(C1)N1C=NC(=C1)C)NC(C1=NC=CC(=C1)C1=CC2=C(OCO2)C=C1)=O (S)-N-(3-((3-aminopiperidin-1-yl)methyl)-5-(4-methyl-1H-imidazol-1-yl)phenyl)-4-(benzo[d][1,3]dioxol-5-yl)picolinamide